N,2-bis(4-bromophenyl)acetamide BrC1=CC=C(C=C1)NC(CC1=CC=C(C=C1)Br)=O